C1N(CN(CN1N=O)N=O)N=O TrinitrosoTrimethyleneTriamine